CN1C(N(C2=C1C(=CC=C2)C#CCOC2CCNCC2)C2C(NC(CC2)=O)=O)=O 3-[3-methyl-2-oxo-4-[3-(piperidin-4-yloxy)prop-1-ynyl]benzimidazol-1-yl]piperidine-2,6-dione